3-(2-(4-(4-(tert-butyl)phenyl)piperazin-1-yl)-2-oxoethyl)-5-fluoro-1H-indole-2-carboxylic acid C(C)(C)(C)C1=CC=C(C=C1)N1CCN(CC1)C(CC1=C(NC2=CC=C(C=C12)F)C(=O)O)=O